ethyl 3-((3-bromophenyl) amino)-2-methyl-3-oxopropanoate BrC=1C=C(C=CC1)NC(C(C(=O)OCC)C)=O